N.[Cu].[Ag] silver-copper ammonia